CC1=C(N=C(C2=C(N=NC(=C21)N)C)C)N trimethylpyrido[3,4-d]pyridazine-1,7-diamine